Cl[C@@H](C)OC(=O)C12CC3CC(CC(C1)C3)C2 tricyclo[3.3.1.13,7]Decane-1-carboxylic acid (1S)-1-chloroethyl ester